C(C)N(CCCNC(=O)C1=CC2=C(N3C(S2)=NC(=C3)C3=CC(=CC=C3)OC)C=C1)CC N-(3-(diethylamino)propyl)-2-(3-methoxyphenyl)benzo[d]imidazo[2,1-b]thiazole-7-carboxamide